O=C1N(C(C(=C1SC1=CC=CC=C1)SC1=CC=CC=C1)=O)CCOCCOC(C(=O)[O-])C 2-(2-(2,5-dioxo-3,4-bis(phenylthio)-2,5-dihydro-1H-pyrrol-1-yl)ethoxyethoxy)propanoate